isopropyl (S)-6-diazo-2-((S)-2-methoxy-2-(3-methoxypyridin-4-yl)acetamido)-5-oxohexanoate [N+](=[N-])=CC(CC[C@@H](C(=O)OC(C)C)NC([C@H](C1=C(C=NC=C1)OC)OC)=O)=O